(1R,4R)-(-)-2-(4-methoxybenzyl)-2-azabicyclo[2.2.1]Hept-5-en-3-one COC1=CC=C(CN2[C@H]3C=C[C@H](C2=O)C3)C=C1